C(C)(=O)O[C@H]([C@@H](CN=[N+]=[N-])OC(C)=O)[C@@H]1O[C@](C[C@@H]([C@H]1NC(COC(C)=O)=O)OC(C)=O)(SC1=CC=C(C=C1)C)C(N)=O (1R,2R)-1-((2R,3R,4S,6R)-4-acetoxy-3-(2-acetoxyacetamido)-6-carbamoyl-6-(p-tolylthio)tetrahydro-2H-pyran-2-yl)-3-azidopropane-1,2-diyl diacetate